3-(1-Oxo-5-(pyridin-2-yl)isoindolin-2-yl)azepane-2,7-dione O=C1N(CC2=CC(=CC=C12)C1=NC=CC=C1)C1C(NC(CCC1)=O)=O